CN1N=CC=C1C1=C(C=CC=C1)CN (2-(1-methyl-1H-pyrazol-5-yl)phenyl)methanamine